NC(C(CCC(=O)OC(C)(C)C)N1C(C2=CC=CC(=C2C1=O)OCCCOCCOC1=C(C=CC=C1)COC1=CC=C(C=C1)N1N=C(C(=C1)Br)C1=CC=NC=C1)=O)=O tert-butyl 5-amino-4-(4-(3-(2-(2-((4-(4-bromo-3-(pyridin-4-yl)-1H-pyrazol-1-yl) phenoxy) methyl) phenoxy) ethoxy) propoxy)-1,3-dioxoisoindolin-2-yl)-5-oxopentanoate